6-(3-chloro-2,6-difluorophenyl)pyrimidin-4-ol hydrobromide salt Br.ClC=1C(=C(C(=CC1)F)C1=CC(=NC=N1)O)F